NC1=C(C(=CC=C1)C)NS(=O)(=O)C1=C(C=CC(=C1)C=1C=NN(C1)C)C N-(2-amino-6-methylphenyl)-2-methyl-5-(1-methyl-1H-pyrazol-4-yl)benzene-1-sulfonamide